benzyl 4-aminophenylacetate NC1=CC=C(C=C1)CC(=O)OCC1=CC=CC=C1